N1=CC(=CC2=CC=C3C=CC=NC3=C12)C=1C=C2C=CC(=CC2=CC1)P(C1=CC=CC=C1)(C1=CC=CC=C1)=O (6-(1,10-phenanthroline-3-yl)naphthalene-2-yl)diphenylphosphine oxide